ClC1=CC2=C(N(C(N=C2O[C@@H]2CN(CCC2)C(C=C)=O)=O)C=2C(=NC=CC2C)C(C)C)N=C1C1=C(C=CC=C1)F (M)-6-chloro-7-(2-fluorophenyl)-1-(4-methyl-2-(2-propanyl)-3-pyridinyl)-4-(((3S)-1-(2-propenoyl)-3-piperidinyl)oxy)pyrido[2,3-d]pyrimidin-2(1H)-one